2-(1-Cyclopropyl-1H-pyrazol-3-yl)-4-{5-[(R)-(1,3-dimethyl-azetidin-3-yl)-hydroxy-(4-isopropyl-phenyl)-methyl]-pyridin-3-yl}-but-3-yn-2-ol C1(CC1)N1N=C(C=C1)C(C)(C#CC=1C=NC=C(C1)[C@](C1=CC=C(C=C1)C(C)C)(O)C1(CN(C1)C)C)O